2-((6-((3-aminopropyl)(methyl)amino)-3,5-dicyano-4-cyclopropylpyridin-2-yl)thio)-2-phenylacetamide NCCCN(C1=C(C(=C(C(=N1)SC(C(=O)N)C1=CC=CC=C1)C#N)C1CC1)C#N)C